The molecule is a D-glucose that is alpha-D-glucose-in which the carbon atoms at positions 1 and 2 have been replaced by the (13)C isotope. It has a role as a human metabolite. It is a D-glucose and a (13)C-modified compound. C([C@@H]1[C@H]([C@@H]([13C@H]([13C@H](O1)O)O)O)O)O